[N+](=O)([O-])C1=C(C=CC=C1)C1=NC2=C(N1)C=CC(=C2)N 2-(2-nitrophenyl)-1H-benzo[d]imidazol-5-amine